C(O)([O-])=O.C(C)[NH+](CC)CC triethylammonium hydrogencarbonate